BrC1=CC(=C(C(=C1)C)N1CCN(CC1)C1CCN(CC1)C)C 1-(4-bromo-2,6-dimethylphenyl)-4-(1-methylpiperidin-4-yl)piperazine